C(#N)C(C)(C)N1CC=C(C=C1)NC(CC1CCCCC1)=O N-(1-Cyano-1-methylethyl)-4-[(2-cyclohexylacetyl)amino]pyridin